BrC1=C(C(=C(C=C1)I)F)Cl 1-bromo-2-chloro-3-fluoro-4-iodobenzene